FC(C(=O)O)(F)F.FC(C(=O)O)(F)F.N1=CN=CC(=C1)C(=O)N pyrimidine-5-carboxamide bis(trifluoroacetate)